FC=1C(=NC(N(C1)[C@@H]1O[C@@H]([C@@H]([C@H]1CC(=O)O)CC(=O)O)C)=O)NC(CCCCCCC)=O.C[Si](C1=CC=CC=C1)(C)NP(=O)(N(F)F)N[Si](C)(C)C1=CC=CC=C1 bis(dimethyl-(phenyl)silyl)difluorophosphoramide (2R,3R,4R,5R)-2-(5-Fluoro-4-octanamido-2-oxopyrimidine-1(2H)-yl)-5-methyl-tetrahydrofuran-3,4-diyl-diacetate